C(C)(C)(C)OC(=O)N1CC=2N(CC1)N=NC2C(=O)O 5-(tert-butoxycarbonyl)-4,5,6,7-tetrahydro-[1,2,3]triazolo[1,5-a]pyrazine-3-carboxylic acid